N-[5-(8-dimethylamino-2-oxo-8-phenyl-1,3-diazaspiro[4.5]decan-3-yl)-pyrimidin-2-yl]-acetamide CN(C1(CCC2(CN(C(N2)=O)C=2C=NC(=NC2)NC(C)=O)CC1)C1=CC=CC=C1)C